COC1=NC(=NC(=C1)OC)OC1=C(C(=O)O\N=C\C2=C(C=CC=C2)C(F)(F)F)C(=CC=C1)OC1=NC(=CC(=N1)OC)OC (E)-2-(Trifluoromethyl)benzaldehyde-O-{2,6-bis[(4,6-dimethoxypyrimidin-2-yl)oxy]benzoyl}oxim